3-[4-[4-(2-tert-butoxy-2-oxo-ethyl)-4-hydroxy-1-piperidyl]-5-chloro-2-fluoro-anilino]propanoic acid C(C)(C)(C)OC(CC1(CCN(CC1)C1=CC(=C(NCCC(=O)O)C=C1Cl)F)O)=O